S(=O)(=O)([O-])[O-].[NH+]1=CC=CC=2CCCCC12.[NH+]1=CC=CC=2CCCCC12 5,6,7,8-tetrahydroquinolinium sulphate